ClC1=C(NC2=NOC3=C2C=CC=C3)C=CC=C1C1=CC3=C(OCCO3)C=C1 3-(2-Chloro-3-(1,4-benzodioxan-6-yl)anilino)benzisoxazol